C1(=CC=C(C=C1)\C=N\C(CO)CO)\C=N\C(CO)CO 2,2'-(((1E,1'E)-1,4-phenylenebis(methanylylidene))bis(azanylylidene))bis(propane-1,3-diol)